Dioctyl tetrahydrophthalate CCCCCCCCOC(=O)C1CCC=CC1C(=O)OCCCCCCCC